C12(CC3CC(CC(C1)C3)C2)CNC(=O)C=2N=NC(=CC2)N2CCN(CC2)CC2=CC(=CC(=C2)C2=CC(=CC=C2)O)OCC N-(1-Adamantylmethyl)-6-[4-[[3-ethoxy-5-(3-hydroxyphenyl)phenyl]methyl]piperazin-1-yl]pyridazine-3-carboxamide